FC1=NC(=C2N=CN(C2=N1)C1OCCCCC1)NCC1=C(C=CC=C1)Cl 2-fluoro-6-[(2-chlorobenzyl)amino]-9-(oxepan-2-yl)-9H-purine